C(C)(C)C=1C(=NNC1C=1C=C(C=2N(C1)N=CN2)OC)C=2SC(=C(N2)C(F)(F)F)C2CCNCC2 2-(4-isopropyl-5-(8-methoxy-[1,2,4]triazolo[1,5-a]pyridin-6-yl)-1H-pyrazol-3-yl)-5-(piperidin-4-yl)-4-(trifluoromethyl)thiazole